C1(CC1)NC(C1=NC=C(C=C1)OC1CN(C1)CC1=CC=2C3=C(N(C(NC3=C1F)=O)CC)N=CN2)=O N-cyclopropyl-5-((1-((3-ethyl-9-fluoro-2-oxo-2,3-dihydro-1H-pyrimido[4,5,6-de]quinazolin-8-yl)methyl)azetidin-3-yl)oxy)picolinamide